[N+](=O)([O-])[O-].[Cr+3].[N+](=O)([O-])[O-].[N+](=O)([O-])[O-] chromium (iii) nitrate